6,6-difluoro-1,4-oxaazepane hydrochloride Cl.FC1(CNCCOC1)F